N[C@@H]1CN(C[C@@H](C1)O)C(=O)OCC=C allyl (3S,5R)-3-amino-5-hydroxy-piperidine-1-carboxylate